CN([C@@H](C(=O)NC1=CC(=C2C(=N1)CC(C2)C=O)C)C)C (2R)-2-(dimethylamino)-N-(6-formyl-4-methyl-6,7-dihydro-5H-cyclopenta[b]pyridin-2-yl)propanamide